2-dibenzofuranylbenzene C1(=CC=CC=2OC3=C(C21)C=CC=C3)C3=CC=CC=C3